C(N)(=O)C1=NN(N=C1)C1=C(C=C(C=N1)NC(=O)C1CC(C2=C1C=NC=1N2N=C(C1)Cl)(C)C)Cl N-(6-(4-carbamoyl-2H-1,2,3-triazol-2-yl)-5-chloropyridin-3-yl)-2-chloro-8,8-dimethyl-7,8-dihydro-6H-cyclopenta[e]pyrazolo[1,5-a]pyrimidine-6-carboxamide